C(C)(C)(C)NC(=O)C1=CN(C2=NC(=C(C=C2C1=O)F)N1C[C@H]([C@H](C1)O)O)C1=C(C=C(C=C1F)F)F N-tert-Butyl-7-[(3R,4S)-3,4-dihydroxypyrrolidin-1-yl]-6-fluoro-4-oxo-1-(2,4,6-trifluoro-phenyl)-1,4-dihydro-1,8-naphthyridine-3-carboxamide